C(C)(C)(C)OC(NCCCN([C@H](C(C)(C)C)C=1N(C=C(N1)C1=C(C=CC(=C1)F)F)CC1=CC=CC=C1)C(CSCCN)=O)=O tert-Butyl-[3-({[(2-aminoethyl)sulfanyl]acetyl}{(1R)-1-[1-benzyl-4-(2,5-difluorophenyl)-1H-imidazole-2-yl]-2,2-dimethylpropyl}amino)propyl]carbamate